N1C[C@@H](CC1)NC(OCC1=CC=CC=C1)=O benzyl (R)-pyrrolidin-3-ylcarbamate